4-[(1S,8aS)-5,5,8a-trimethyl-2-methylene-decahydronaphthalen-1-yl]-2-methyl-butanal CC1(C2CCC([C@@H]([C@]2(CCC1)C)CCC(C=O)C)=C)C